2-fluoro-4-((2-hydroxyethyl)sulfonamido)-6-(spiro[2.5]oct-5-en-6-yl)benzamide FC1=C(C(=O)N)C(=CC(=C1)NS(=O)(=O)CCO)C1=CCC2(CC2)CC1